3-(((7-(2-Aminopyrimidin-4-yl)-2,3-dihydrofuro[3,2-c]pyridin-4-yl)amino)methyl)-N-methylbenzamid NC1=NC=CC(=N1)C=1C2=C(C(=NC1)NCC=1C=C(C(=O)NC)C=CC1)CCO2